1-(2,4-Dichloro-phenyl)-4-ethyl-5-[4-(4-hydroxy-but-1-ynyl)-phenyl]-1H-pyrazole-3-carboxylic acid piperidin-1-ylamide N1(CCCCC1)NC(=O)C1=NN(C(=C1CC)C1=CC=C(C=C1)C#CCCO)C1=C(C=C(C=C1)Cl)Cl